(2S,4r)-1-[(2S)-2-[4-[[(3,4-difluorophenyl)carbamoyl]methyl]triazol-1-yl]-3,3-dimethyl-butyryl]-4-hydroxy-N-methyl-pyrrolidine-2-carboxamide FC=1C=C(C=CC1F)NC(=O)CC=1N=NN(C1)[C@H](C(=O)N1[C@@H](C[C@H](C1)O)C(=O)NC)C(C)(C)C